5-(1-(methylsulfonyl)piperidin-4-yl)-4-oxo-4,5-dihydro-2H-pyrazolo[4,3-c]pyridine-7-carboxamide CS(=O)(=O)N1CCC(CC1)N1C(C=2C(C(=C1)C(=O)N)=NNC2)=O